Dioctyl-p-Phenylenediamine CCCCCCCCNC1=CC=C(C=C1)NCCCCCCCC